2-[2-[2-(vinyloxy)ethoxy]ethoxymethyl]oxirane C(=C)OCCOCCOCC1OC1